N-((3S,4S)-4-Aminopyrrolidin-3-yl)-5-chloro-6,7-difluoro-1H-indole-2-carboxamide N[C@@H]1[C@H](CNC1)NC(=O)C=1NC2=C(C(=C(C=C2C1)Cl)F)F